norbornenyl-azobenzene C12(C=CC(CC1)C2)C2=C(C=CC=C2)N=NC2=CC=CC=C2